N[C@H](C(=O)NCCNC(O)=O)CCCCN N-[2-[[(2S)-2,6-diaminohexanoyl]amino]ethyl]carbamic acid